CC1NC(C=2C1=NC(=CC2)C2=CNC1=C(C=CC=C21)C#N)=O 3-(7-methyl-5-oxo-6,7-dihydro-5H-pyrrolo[3,4-b]pyridin-2-yl)-1H-indole-7-carbonitrile